2-(6-methoxypyridin-3-ylamino)-4-(phenylamino)pyrimidine-5-carboxamide COC1=CC=C(C=N1)NC1=NC=C(C(=N1)NC1=CC=CC=C1)C(=O)N